N1=C(C=NC2=CC=CC=C12)[C@]([C@H](C(=O)O)O)(O)C(=O)O quinoxaline-L-tartaric acid